FC1CC(N(C1)C(CCC=1SC(=NN1)C)=O)C(=O)NC(C1=CC=C(C=C1)C(C)C)C1=CC=CC=C1 4-fluoro-1-[3-(5-methyl-1,3,4-thiadiazol-2-yl)propanoyl]-N-{phenyl[4-(propan-2-yl)phenyl]methyl}pyrrolidine-2-carboxamide